C(C)(C)(C)OC(=O)N1C=C(C2=CC=CC=C12)C=1C=C2CN(CC2=CC1)C(=O)OC(C)(C)C 3-(2-(tert-Butoxycarbonyl)isoindolin-5-yl)-1H-indole-1-carboxylic acid tert-butyl ester